Cl.C=C1CC=2C(C=3N(C1)N=C1C3CNCC1)=NOC2 5-Methylidene-5,6,9,10,11,12-hexahydro-4H-[1,2]oxazolo[3,4-c]pyrido[4',3':3,4]pyrazolo-[1,5-a]azepine Hydrochloride